(2,5-dimethyl-3-(4,4,5,5-tetramethyl-1,3,2-dioxaborolan-2-yl)phenyl)carbamate Potassium [K+].CC1=C(C=C(C=C1B1OC(C(O1)(C)C)(C)C)C)NC([O-])=O